(S)-(+)-1-amino-2-propanol C[C@@H](CN)O